(1R,3S,5R)-5-(Azidomethyl)-N-(6-bromo-3-((prop-2-yn-1-yloxy)methyl)pyridin-2-yl)-2-azabicyclo[3.1.0]hexane-3-carboxamide Trifluoroacetic Acid Salt FC(C(=O)O)(F)F.N(=[N+]=[N-])C[C@]12C[C@H](N[C@@H]2C1)C(=O)NC1=NC(=CC=C1COCC#C)Br